FC1=CC=C(C=C1)C1CC(NC=2N=CNC(C21)=O)=O 5-(4-fluorophenyl)-5,6-dihydropyrido[2,3-d]pyrimidine-4,7(3h,8h)-dione